OC1C=2N(CC=CC1)N=C1C2CN([C@@H](C1)C)C(=O)OC(C)(C)C (3R)-tert-Butyl 11-hydroxy-3-methyl-3,4,10,11-tetrahydro-1H-pyrido[4',3':3,4]pyrazolo-[1,5-a]azepine-2(7H)carboxylate